2',4'-bis(trifluoromethyl)-3,5-diaminobiphenyl FC(C1=C(C=CC(=C1)C(F)(F)F)C1=CC(=CC(=C1)N)N)(F)F